3-chlorobenzamide hydrochloride Cl.ClC=1C=C(C(=O)N)C=CC1